ClC1=CC(=C(C=C1)C1=NC(=NC2=NC(=CN=C12)C)[C@H]1C[C@H](O[C@H](C1)C)C=1C=NN(C1)C1CC1)F 4-(4-chloro-2-fluorophenyl)-2-((2S,4R,6S)-2-(1-cyclopropyl-1H-pyrazol-4-yl)-6-methyltetrahydro-2H-pyran-4-yl)-7-methylpteridine